C(C)C1=NN(C(=C1)C(=O)NCC1=CC=C(C=C1)NC(OCC1=CC=C(C=C1)Cl)=O)C 4-chlorobenzyl (4-((3-ethyl-1-methyl-1H-pyrazole-5-carboxamido)meth-yl)phenyl)carbamate